(3R)-3-{[7,9-dibromo-2-(4-fluorophenyl)[1,2,4]triazolo[1,5-c]quinazolin-5-yl]amino}azepan-2-one BrC1=CC(=CC=2C=3N(C(=NC12)N[C@H]1C(NCCCC1)=O)N=C(N3)C3=CC=C(C=C3)F)Br